C1(CC1)C(=O)C1=CC=C(C[N+]1=O)C(=O)OC Methyl 6-(cyclopropylcarbonyl)-1-oxo-pyridin-1-ium-3-carboxylate